C1(=CC(=CC=C1)N(C1=CC=2OC=3C4=C(C=CC3C3(OC(C5=CC=CC=C35)=O)C2C=C1)C=CC=C4)C4=C(C=CC=C4)C)C 10-(m-tolyl(o-tolyl)amino)-3'H-spiro[benzo[c]xanthene-7,1'-isobenzofuran]-3'-one